N-[2-(4-fluorophenyl)ethyl]-6,7-dihydroxy-1-phenyl-1,2,3,4-tetrahydroisoquinoline-2-carbothioamide FC1=CC=C(C=C1)CCNC(=S)N1C(C2=CC(=C(C=C2CC1)O)O)C1=CC=CC=C1